diphenyl ketoxime acrylate C(C=C)(=O)O.C1(=CC=CC=C1)C(=NO)C1=CC=CC=C1